1-benzoyl-5-{[(5-chlorothiophen-2-yl)methyl]amino}-3-(4-methyloxolan-3-yl)-1H-pyrazole-4-carbonitrile C(C1=CC=CC=C1)(=O)N1N=C(C(=C1NCC=1SC(=CC1)Cl)C#N)C1COCC1C